2-chloro-4-((3-(5-fluoropyrimidin-2-yl)-2-methoxyphenyl)amino)pyrimidine-5-carboxamide ClC1=NC=C(C(=N1)NC1=C(C(=CC=C1)C1=NC=C(C=N1)F)OC)C(=O)N